C1(=CC=CC=C1)P(CCP(C1=CC=CC=C1)C1=CC=CC=C1)C1=CC=CC=C1 1,2-bis-(diphenylphosphino)ethane